CC([C@H](C=1C=NC(=CC1)C(F)(F)F)NC(=O)C=1C=C(N2C1COCC2)C(=O)N2[C@H](CCC2)C)C 6-((S)-2-methyl-pyrrolidine-1-carbonyl)-3,4-dihydro-1H-pyrrolo[2,1-c][1,4]oxazine-8-carboxylic acid [(R)-2-methyl-1-(6-trifluoromethyl-pyridin-3-yl)-propyl]-amide